(2S)-7-Methyl-6-(2-methyl-2H-tetrazol-5-yl)-3,4-dihydro-1H-spiro[1,8-naphthyridine-2,3'-pyrrolidine], dihydrochloride salt Cl.Cl.CC1=C(C=C2CC[C@]3(CNCC3)NC2=N1)C=1N=NN(N1)C